1-(2-(imidazo[1,2-a]pyrazine-3-carbonyl)-2-azaspiro[3.3]heptan-6-yl)-3-(2-methoxy-5-(trifluoromethoxy)phenyl)urea N=1C=C(N2C1C=NC=C2)C(=O)N2CC1(C2)CC(C1)NC(=O)NC1=C(C=CC(=C1)OC(F)(F)F)OC